2-hexyl-Dodecanol C(CCCCC)C(CO)CCCCCCCCCC